tert-butyl rac-(3S)-6-(6-methoxy-5-methyl-3-pyridyl)-3-methyl-3,4-dihydro-2H-pyridine-1-carboxylate COC1=C(C=C(C=N1)C1=CC[C@@H](CN1C(=O)OC(C)(C)C)C)C |r|